CC1=CN=C(N=N1)N[C@@H]1C[C@H](CC1)NC1=CC=C(C=N1)N1N=CC=C(C1=O)C#N 2-(6-(((1S,3S)-3-((6-Methyl-1,2,4-triazin-3-yl)amino)cyclopentyl)amino)pyridin-3-yl)-3-oxo-2,3-dihydropyridazine-4-carbonitrile